ClC1=NN(C2=NC(=NC=C21)Cl)CCCOC2=NN(C=C2[N+](=O)[O-])C=2C(=NC=C(C2)F)OC 3,6-dichloro-1-(3-((1-(5-fluoro-2-methoxypyridin-3-yl)-4-nitro-1H-pyrazol-3-yl)oxy)propyl)-1H-pyrazolo[3,4-d]pyrimidine